C(=O)O.C(#N)C=1C(=NC=C(C1C1=CC(=C(C=C1)C#N)F)C1=CC(=C(C=C1)N1CCOCC1)O)N1CCC(CC1)NCC1=CC=C(C=N1)/C=C/C(=O)NO (E)-3-(6-(((1-(3-Cyano-4-(4-cyano-3-fluorophenyl)-5-(3-hydroxy-4-morpholinophenyl)pyridin-2-yl)piperidin-4-yl)amino)methyl)pyridin-3-yl)-N-hydroxyacryl-amide formate